ClC1=C(N=C(C=2C(N3[C@@H](COC21)CNCC3)=O)N3[C@H](CN(CC3)CCO)C)C3=C(C=CC=C3O)F (6aR)-4-chloro-3-(2-fluoro-6-hydroxyphenyl)-1-((S)-4-(2-hydroxyethyl)-2-methylpiperazin-1-yl)-6,6a,7,8,9,10-hexahydro-12H-pyrazino[2,1-c]pyrido[3,4-f][1,4]oxazepin-12-one